4-[4-[2-[3-(4-amino-1-tert-butyl-pyrazolo[3,4-d]pyrimidin-3-yl)-5-cyclopropyl-isoxazol-4-yl]pyrimidin-5-yl]-1-piperidyl]butanoic acid NC1=C2C(=NC=N1)N(N=C2C2=NOC(=C2C2=NC=C(C=N2)C2CCN(CC2)CCCC(=O)O)C2CC2)C(C)(C)C